(S)-4-((tert-butoxycarbonyl)amino)-4-cyanobutyric acid methyl ester COC(CC[C@@H](C#N)NC(=O)OC(C)(C)C)=O